7-(4-([1,1'-biphenyl]-4-yl)quinazolin-2-yl)-7H-dibenzo[c,g]carbazole C1(=CC=C(C=C1)C1=NC(=NC2=CC=CC=C12)N1C=2C=CC3=C(C2C=2C4=C(C=CC12)C=CC=C4)C=CC=C3)C3=CC=CC=C3